O1CCN(CC1)CC(=O)N1N=C(C(=C1)C(=O)N)C(=O)N 1-(2-morpholinoacetyl)-1H-pyrazole-3,4-dicarboxamide